4-hydroxy-indole-3-acetaldehyde OC1=C2C(=CNC2=CC=C1)CC=O